4-(4-(4-(benzo[d]thiazol-5-yloxy)quinolin-6-yl)-3-fluorobenzyl)morpholine S1C=NC2=C1C=CC(=C2)OC2=CC=NC1=CC=C(C=C21)C2=C(C=C(CN1CCOCC1)C=C2)F